C(#N)C1=CC(=C(C(=C1)F)C1=CC(=NC(=C1)OC(C)C)NC(C=1C(N(C=C(C1)CNCC(C)C)C1CC1)=O)=O)C(=O)N1CC(C1)(F)F N-(4-{4-cyano-2-[(3,3-difluoro-1-azetidinyl)carbonyl]-6-fluorophenyl}-6-isopropoxy-2-pyridyl)-1-cyclopropyl-5-[(isobutylamino)methyl]-2-oxo-1,2-dihydronicotinamide